FC(C)S(=O)(=O)NC1C(NCC12CC2)CC=2C(=C(C=CC2)C2=CC=CC=C2)F 1-fluoro-N-(6-((2-fluoro-[1,1'-biphenyl]-3-yl)methyl)-5-azaspiro[2.4]heptane-7-yl)ethane-1-sulfonamide